bis(6-(1H-pyrazol-1-yl)-2,2'-bipyridine) cobalt tris(hexafluorophosphate) F[P-](F)(F)(F)(F)F.F[P-](F)(F)(F)(F)F.F[P-](F)(F)(F)(F)F.[Co+3].N1(N=CC=C1)C1=CC=CC(=N1)C1=NC=CC=C1.N1(N=CC=C1)C1=CC=CC(=N1)C1=NC=CC=C1